1-(2-(4-Fluorophenyl)-3-methyl-2H-pyrazolo[4,3-c]pyridin-6-yl)-N-methylazetidine-3-sulfonamide FC1=CC=C(C=C1)N1N=C2C(C=NC(=C2)N2CC(C2)S(=O)(=O)NC)=C1C